C=C(C)[Sb](C1=CC=C(C=C1)[Sb](C(=C)C)C(=C)C)C(=C)C 1,4-bis(di(propen-2-yl)stibanyl)benzene